5-(5-fluoro-3-pyridinyl)pyrazolo[1,5-a]Pyrimidin-7-amine FC=1C=C(C=NC1)C1=NC=2N(C(=C1)N)N=CC2